N-[2-(3-fluoro-7-hydroxy-1-naphthyl)ethyl]Acetamide FC=1C=C(C2=CC(=CC=C2C1)O)CCNC(C)=O